methyl 2-((tert-butoxycarbonyl) amino)-5-oxo-5-phenylpentanoate C(C)(C)(C)OC(=O)NC(C(=O)OC)CCC(C1=CC=CC=C1)=O